N-[2-(2-methyl-1-oxoisoquinolin-4-yl)-4-methylsulfonylphenyl]cyclopropanecarboxamide CN1C(C2=CC=CC=C2C(=C1)C1=C(C=CC(=C1)S(=O)(=O)C)NC(=O)C1CC1)=O